CC1=C(C=CC(=C1C)N)N 2,3-dimethyl-1,4-phenylenediamine